ClC(CCCCCPC1=C(C=CC=C1)C1=C(C=CC=C1OC)OC)Cl 2-dichlorohexylphosphino-2',6'-dimethoxybiphenyl